hydroxy-benzyl ether OC(C1=CC=CC=C1)OC(C1=CC=CC=C1)O